N1=CC=CC2=C(C=CC=C12)N1N=CC(=C1C(F)(F)F)C(=O)NC1=CC(=NC=C1)C(F)(F)F 1-(quinolin-5-yl)-5-(trifluoromethyl)-N-(2-(trifluoromethyl)pyridin-4-yl)-1H-pyrazole-4-carboxamide